ClC1=C(C=CC=C1F)/C(=C(/C=1C=C2C=NNC2=CC1)\C1=CC=C(C=C1)/C=C/C(=O)O)/CC (E)-3-(4-((E)-2-(2-chloro-3-fluorophenyl)-1-(1H-indazol-5-yl)but-1-en-1-yl)phenyl)acrylic acid